5-fluoro-7-(piperidin-4-ylmethoxy)-2-(2-(tetrahydro-2H-pyran-4-yl)ethyl)quinazolin-4(3H)-one FC1=C2C(NC(=NC2=CC(=C1)OCC1CCNCC1)CCC1CCOCC1)=O